FC(C(=O)N1CCC(CC1)(CO)O)(F)C=1C=C(C(=O)NC2=CC(=C(C(=C2)F)F)F)C=CC1F 3-(1,1-difluoro-2-(4-hydroxy-4-(hydroxymethyl)piperidin-1-yl)-2-oxoethyl)-4-fluoro-N-(3,4,5-trifluorophenyl)benzamide